C(#N)C1=CC2=C(C(=CO2)C=2CN(CCC2)C(=O)OC(C)(C)C)C=C1 tert-Butyl 3-(6-cyano-1-benzofuran-3-yl)-5,6-dihydro-2H-pyridine-1-carboxylate